(S)-2-(tert-butoxy)-2-(7-(4-chlorophenyl)-5-methyl-2-(1-methyl-3-(1-((S)-1-methylpyrrolidin-3-yl)piperidin-4-yl)-1H-indazol-5-yl)benzo[d]thiazol-6-yl)acetic acid C(C)(C)(C)O[C@H](C(=O)O)C1=C(C2=C(N=C(S2)C=2C=C3C(=NN(C3=CC2)C)C2CCN(CC2)[C@@H]2CN(CC2)C)C=C1C)C1=CC=C(C=C1)Cl